IC(C(=O)[O-])C.[K+] potassium iodopropionate